C1(=CC=CC=C1)C1=CC=C(C=C1)PC1=CC=C(C=C1)C1=CC=CC=C1 bis(4-phenylphenyl)phosphine